FC1=C(CNC(OC(C)(C)C)=O)C(=CC=C1OC)N1N=C(C=C1)C(F)(F)F tert-butyl (2-fluoro-3-methoxy-6-(3-(trifluoromethyl)-1H-pyrazol-1-yl)benzyl)carbamate